CC=1C=C(C=C(C1N1CCN(CC1)C([2H])([2H])[2H])C)C=1C=C2C(=NC1)N(C=C2)S(=O)(=O)C2=CC=C(C)C=C2 5-(3,5-Dimethyl-4-(4-(methyl-d3)piperazin-1-yl)phenyl)-1-p-toluenesulfonyl-1H-Pyrrolo[2,3-b]pyridin